2-butyl-1-(4-((4-(pyridin-4-yl)piperidin-1-yl)methyl)benzyl)-1H-imidazo[4,5-d]thieno[3,2-b]pyridin C(CCC)C1=NC=2C(=C3C(=NC2)C=CS3)N1CC1=CC=C(C=C1)CN1CCC(CC1)C1=CC=NC=C1